3-(5-chloro-1,3-thiazol-2-yl)-5-(2-methoxy-2-methylpropoxy)benzamide Di-Methyl-Carbonate COC(OC)=O.ClC1=CN=C(S1)C=1C=C(C(=O)N)C=C(C1)OCC(C)(C)OC